7'-[(1R,3R)-3-[tert-butyl(diphenyl)silyl]oxycyclohexyl]-2'-methylsulfonyl-spiro[cyclopropane-1,5'-pyrrolo[2,3-d]pyrimidine]-6'-one [Si](C1=CC=CC=C1)(C1=CC=CC=C1)(C(C)(C)C)O[C@H]1C[C@@H](CCC1)N1C(C2(C3=C1N=C(N=C3)S(=O)(=O)C)CC2)=O